N-[(1S)-1-(dicyclopropylmethyl)-2-[[1-[(3-methoxy-6-methyl-pyridazin-4-yl)methyl]pyrazol-4-yl]amino]-2-oxo-ethyl]-2-isopropyl-pyrazole-3-carboxamide C1(CC1)C([C@@H](C(=O)NC=1C=NN(C1)CC1=C(N=NC(=C1)C)OC)NC(=O)C=1N(N=CC1)C(C)C)C1CC1